F[C@]1([C@@H](C1)NC1CCC(CC1)N)C1=CC=CC=C1 N1-((trans)-2-fluoro-2-phenylcyclopropyl)cyclohexane-1,4-diamine